(S)-3-methyl-4-(pyridazine-3-ylmethyl)piperazine-1-carboxylic acid tert-butyl ester C(C)(C)(C)OC(=O)N1C[C@@H](N(CC1)CC=1N=NC=CC1)C